ClC1=CC2=C(C3=CC(=CC=C3N=C2C=C1)Cl)NC1=CC(=C(C(=C1)CN1CCCC1)O)CN1CCCC1 4-((2,7-Dichloroacridin-9-yl)amino)-2,6-bis(pyrrolidin-1-ylmethyl)phenol